Vinyl-butyrat C(=C)OC(CCC)=O